2-acetamidoethyl (4-nitrophenyl) carbonate C(OCCNC(C)=O)(OC1=CC=C(C=C1)[N+](=O)[O-])=O